CC1=C(C=C(C(=C1)C)C1=NC2=C(CN(CC2)C)N1)C(=O)N1CCC(CC1)C1=CC=C(C=C1)C(F)(F)F (2,4-dimethyl-5-(5-methyl-4,5,6,7-tetrahydro-3H-imidazo[4,5-c]pyridin-2-yl)phenyl)(4-(4-(trifluoromethyl)phenyl)piperidin-1-yl)methanone